2-(4-(5-cyano-4-((1R,3S)-3-hydroxycyclohexylamino)pyrimidin-2-ylamino)cyclohexyl)-N,N,2-trimethylpropanamide C(#N)C=1C(=NC(=NC1)NC1CCC(CC1)C(C(=O)N(C)C)(C)C)N[C@H]1C[C@H](CCC1)O